FC(OC1=C(C=C(C=C1)N1N=C(C(C1=O)C(=O)OC1=CC=C(C=C1)[N+](=O)[O-])C)C=1OC(=NN1)C)F 4-nitrophenyl 1-(4-(difluoromethoxy)-3-(5-methyl-1,3,4-oxadiazol-2-yl)phenyl)-3-methyl-5-oxo-4,5-dihydro-1H-pyrazole-4-carboxylate